1,N3-bis(2,3-dihydroxypropyl)-5-((2,3-dihydroxypropyl)amino)-2,4,6-triiodoisophthalamide OC(CC1(C(=O)N)C(C(C(=O)NCC(CO)O)=C(C(=C1I)NCC(CO)O)I)I)CO